5-fluoro-6-(3-(3-methyl-2-oxoimidazolin-1-yl)piperidin-1-yl)nicotinamide FC=1C(=NC=C(C(=O)N)C1)N1CC(CCC1)N1C(N(CC1)C)=O